(E)-N-ethyl-3-(1-methyl-1H-pyrrol-2-yl)-N-(thiophen-2-ylmethyl)acrylamide C(C)N(C(\C=C\C=1N(C=CC1)C)=O)CC=1SC=CC1